4-fluoro-2'-fluoro-cytidine FC1(NC(N([C@H]2[C@](O)([C@H](O)[C@@H](CO)O2)F)C=C1)=O)N